O1CCC(CC1)C(=O)NC(C)C1=CC=C(C=C1)NC(OCC1=CC=C(C=C1)Cl)=O 4-chlorobenzyl (4-(1-(tetrahydro-2H-pyran-4-carboxamido)ethyl)phenyl)carbamate